tributyl-(3-methoxy-2-pyridyl)stannane C(CCC)[Sn](C1=NC=CC=C1OC)(CCCC)CCCC